sodium (R)-2-(4-bromo-2-(1,1-difluoropropyl) phenoxy)-3-fluoropropionate BrC1=CC(=C(O[C@H](C(=O)[O-])CF)C=C1)C(CC)(F)F.[Na+]